OC1=C(C(=CC(=C1)C(F)(F)F)C)C1=CC=C(N=N1)N1[C@H]2[C@H](OCC1)CN(C2)C(C)=O |r| 1-[rac-(4aR,7aR)-4-[6-[2-hydroxy-6-methyl-4-(trifluoromethyl)phenyl]pyridazin-3-yl]-2,3,4a,5,7,7a-hexahydropyrrolo[3,4-b][1,4]oxazin-6-yl]ethanone